CS(=O)(=O)C1=C(C=CC=C1)C1=CC(=NC2=C(N=CC=C12)C=1N(N=CC1)C1OCCCC1)N1CCOCC1 4-(2-methanesulfonylphenyl)-2-(morpholin-4-yl)-8-[2-(tetrahydropyran-2-yl)-2H-pyrazol-3-yl]-[1,7]Naphthyridine